carbene-nitrogen palladium [Pd].C=[N]